4-(1-methylindazol-5-yl)piperidine-1-carboxylic acid tert-butyl ester C(C)(C)(C)OC(=O)N1CCC(CC1)C=1C=C2C=NN(C2=CC1)C